N-[4-[(Z)-3-(3-Hydroxy-4-methoxyphenyl)prop-2-enoyl]phenyl]methanesulfonamide OC=1C=C(C=CC1OC)\C=C/C(=O)C1=CC=C(C=C1)NS(=O)(=O)C